N1=CC=C(C=C1)OCCOCCN 2-(2-(pyridin-4-yloxy)ethoxy)ethan-1-amine